NC1=CC=CC(=N1)S(=O)(=O)NC(=O)C=1C(=NC(=CC1)C1=CC(=CC(=C1)OCC(C)C)F)O[C@@H]1COCC1 N-[(6-Amino-2-pyridyl)sulfonyl]-6-(3-fluoro-5-isobutoxyphenyl)-2-[(3S)-tetrahydrofuran-3-yl]oxypyridin-3-carboxamid